OC(C)CCC(C)O 2,5-dihydroxyhexane